ClOC1=C(C(=C(C(=C1Cl)Cl)Cl)Cl)Cl.[Li] lithium hexachlorophenol